CN(C(=O)O[C@H](C(=O)NC=1C(N(C=CC1)CC=1N(C2=C(C=C(C=C2C1)F)CCC(F)(F)F)C(=O)OC(C)(C)C)=O)CC\C=C\C(=O)NC)C tert-butyl (S,E)-2-((3-(2-((dimethylcarbamoyl)oxy)-7-(methylamino)-7-oxohept-5-enamido)-2-oxopyridin-1(2H)-yl)methyl)-5-fluoro-7-(3,3,3-trifluoropropyl)-1H-indole-1-carboxylate